(1-(1-(1-acetylpiperidin-4-yl)azetidin-3-yl)-3-(difluoromethyl)-1H-pyrazol-4-yl)-6-(1-(2-hydroxy-2-methylpropyl)-1H-pyrazol-4-yl)-2-pyridineamide C(C)(=O)N1CCC(CC1)N1CC(C1)N1N=C(C(=C1)C=1C(=NC(=CC1)C=1C=NN(C1)CC(C)(C)O)C(=O)N)C(F)F